C(C1=CC=CC=C1)O[C@@H]1C[C@H](NC1)C(=O)O (2S,4R)-4-(benzyloxy)pyrrolidine-2-carboxylic acid